5-(1-ethoxyvinyl)-7-methylpyrazolo[1,5-a]Pyrimidine-3-carboxylic acid ethyl ester C(C)OC(=O)C=1C=NN2C1N=C(C=C2C)C(=C)OCC